(8-(2-isobutylcyclopropyl)imidazo[1,2-b]pyridazin-6-yl)pyrimidine-2,4(1h,3h)-dione C(C(C)C)C1C(C1)C=1C=2N(N=C(C1)N1C(NC(C=C1)=O)=O)C=CN2